CN(B1OOCC1)C Dimethyl-Dioxaborolanyl-Amine